1-(6-(cyclohex-1-en-1-yl)-5-fluoropyridin-3-yl)-N-(5,6-difluoro-1H-indol-3-yl)-1H-1,2,3-triazole-4-carboxamide C1(=CCCCC1)C1=C(C=C(C=N1)N1N=NC(=C1)C(=O)NC1=CNC2=CC(=C(C=C12)F)F)F